BrC=1C(=CC(=C(C1)CC(CC)NC(OC(C)(C)C)=O)OC)CCCCCC tert-butyl (1-(5-bromo-4-hexyl-2-methoxyphenyl)butan-2-yl)carbamate